C(C)C=1C=C(C=CC1F)C1[C@@H]2CN(C[C@H]12)C(=O)C1CC2(C1)NC(OC2)=O 2-((1R,5S,6S)-6-(3-ethyl-4-fluorophenyl)-3-azabicyclo[3.1.0]hexane-3-carbonyl)-7-oxa-5-azaspiro[3.4]octane-6-one